6-cyano-2-(2-methoxyphenyl)nicotinic acid C(#N)C1=NC(=C(C(=O)O)C=C1)C1=C(C=CC=C1)OC